C(CCCCCCCCCCCCC)/C=1/C(=O)OC(\C1)=O.[Na] sodium tetradecyl-maleic anhydride